cyanoacetaldehyde sodium salt [Na].C(#N)CC=O